3-(((5-((4-(3-((2-((1S)-1-((tetrahydro-2H-pyran-2-yl)oxy)ethyl)-1H-imidazol-1-yl)methyl)isoxazol-5-yl)phenyl)ethynyl)pyridin-2-yl)methyl)amino)azetidine-1-carboxamide O1C(CCCC1)O[C@@H](C)C=1N(C=CN1)CC1=NOC(=C1)C1=CC=C(C=C1)C#CC=1C=CC(=NC1)CNC1CN(C1)C(=O)N